CN(S(=O)(=O)C1CCOCC1)C(C(F)(F)F)C1=CC=C(C=C1)F N-Methyl-N-(2,2,2-trifluoro-1-(4-fluorophenyl)ethyl)tetrahydro-2H-pyran-4-sulfonamide